4-chloro-2-(cyclopentyloxy)-5-(isothiazol-5-yl)aniline ClC1=CC(=C(N)C=C1C1=CC=NS1)OC1CCCC1